O=C1NC(CCC1N1C(C2=CC=CC(=C2C1=O)C=1OC(NN1)=O)=O)=O 2-(2,6-dioxopiperidin-3-yl)-4-(5-oxo-4,5-dihydro-1,3,4-oxadiazol-2-yl)isoindoline-1,3-dione